5-(3-isopropyl-5-(1-(tetrahydro-2H-pyran-4-yl)azetidin-3-yl)-1H-indol-2-yl)-1,3,4-trimethylpyridin-2(1H)-one C(C)(C)C1=C(NC2=CC=C(C=C12)C1CN(C1)C1CCOCC1)C=1C(=C(C(N(C1)C)=O)C)C